4,4-dimethylaminobenzoic acid CNC1(CC=C(C(=O)O)C=C1)NC